(2R,2'R)-N,N'-(3,12-Dioxo-7,8-dithia-4,11-diazatetradecane-1,14-diyl)bis(2,4-dihydroxy-3,3-dimethylbutanamide) O=C(CCNC([C@@H](C(CO)(C)C)O)=O)NCCSSCCNC(CCNC([C@@H](C(CO)(C)C)O)=O)=O